1-Benzyl-2-methoxybenzene C(C1=CC=CC=C1)C1=C(C=CC=C1)OC